ETHYL 2-METHYL-3-PENTENOATE CC(C(=O)OCC)C=CC